bis(dodecylmercaptocarbonyl) disulfide C(CCCCCCCCCCC)SC(=O)SSC(=O)SCCCCCCCCCCCC